FC(C1CCN(CC1)C1=CC=C(C=C1)NC1=CC=C2C=NNC2=C1)(F)F N-(4-(4-(trifluoromethyl)piperidin-1-yl)phenyl)-1H-indazol-6-amine